S(=O)(=O)(O)O.NCCCCCCCCN 1,8-diaminooctane sulfate